6-(2-(5-cyclopropyl-3-(3,5-dichloropyridin-4-yl)isoxazol-4-yl)-7-azaspiro[3.5]non-1-en-7-yl)-4-(difluoromethoxy)-N-(methylsulfonyl)quinoline-2-carboxamide C1(CC1)C1=C(C(=NO1)C1=C(C=NC=C1Cl)Cl)C1=CC2(C1)CCN(CC2)C=2C=C1C(=CC(=NC1=CC2)C(=O)NS(=O)(=O)C)OC(F)F